ClC1=C(C=CC(=C1)OCC=1C(=NOC1C1CC1)C1=C(C=C(C=C1Cl)F)Cl)C1(CN(C1)C(=O)OC(C)(C)C)O tert-butyl 3-(2-chloro-4-((5-cyclopropyl-3-(2,6-dichloro-4-fluorophenyl) isoxazol-4-yl) methoxy) phenyl)-3-hydroxyazetidine-1-carboxylate